C1(=CC=C(C=C1)C1=NC(=CC(=N1)C=1C=C(C(=CC1)Cl)C1=CC=CC=C1)C1=CC=2OC3=C(C2C=2C=CC=CC12)C=CC=C3)C3=CC=CC=C3 2-([1,1'-biphenyl]-4-yl)-4-(6-chloro-[1,1'-biphenyl]-3-yl)-6-(naphtho[2,1-b]benzofuran-5-yl)pyrimidine